C12CC(CC(CC1)N2)N(C=2SC1=NC(=CC=C1N2)C=2C=C(C=1N(C2)C=C(N1)C)C#N)C 6-{2-[(3-exo)-8-Azabicyclo[3.2.1]oct-3-yl(methyl)amino][1,3]thiazolo[5,4-b]pyridin-5-yl}-2-methylimidazo[1,2-a]pyridin-8-carbonitril